IC1=NNC2=CN=C(C=C21)C2=C(C=NC(=C2)OC)OCCN(C(OC(C)(C)C)=O)C tert-butyl N-[2-[[4-(3-iodo-1H-pyrazolo[3,4-c]pyridin-5-yl)-6-methoxy-3-pyridinyl] oxy] ethyl]-N-methyl-carbamate